5-pyrrolidin-1-yl-pyridazine-3-carboxamide N1(CCCC1)C=1C=C(N=NC1)C(=O)N